C(#N)C1=NC=CC=C1C=1C=NC(=CC1)/C=C/C1C(C(CC2(C(OC(C12)C)=O)C(=O)N)(F)F)C 7-((E)-2-(2'-Cyano-[3,3'-bipyridin]-6-yl)vinyl)-5,5-difluoro-1,6-dimethyl-3-oxooctahydroisobenzofuran-3a-carboxamid